CN(C)C(=C(N(C)C)N(C)C)[SiH3] tri(dimethylamino)vinylsilane